2,3,4,5,6-pentafluoro-4'-methoxy-3'-nitro-1,1'-biphenyl FC1=C(C(=C(C(=C1F)F)F)F)C1=CC(=C(C=C1)OC)[N+](=O)[O-]